2-[(3S)-5-fluoro-3-(methylamino)-2,3-dihydrobenzofuran-6-yl]cyclopropanecarbonitrile FC=1C(=CC2=C([C@@H](CO2)NC)C1)C1C(C1)C#N